ClC1=NN2C(N=CC(=C2C(C)C)NC2=CC=C(C=C2)[C@@H](C(F)(F)F)N(C(=O)C2CCC(CC2)C(=O)O)C)=N1 (1S,4r)-4-(((S)-1-(4-((2-chloro-7-isopropyl-[1,2,4]triazolo[1,5-a]pyrimidin-6-yl)amino)phenyl)-2,2,2-trifluoroethyl)(methyl)carbamoyl)cyclohexane-1-carboxylic acid